aza-methylpyridineamide NC=1C(=NC=CC1)C(=O)N